C1(CC1)OC=1C=C(C=CC1)C1=CC(=NN1C1=C(C=CC=C1)OC)COC(C(=O)O)(C)C 2-([5-(3-cyclopropoxyphenyl)-1-(2-methoxyphenyl)-1H-pyrazol-3-yl]methoxy)-2-methylpropanoic acid